BrC=1C(=NN(C1)C)C1=NC=CC=C1 2-(4-bromo-1-methyl-1H-pyrazol-3-yl)pyridine